FC(S(=O)(=O)N)(F)F.CN1CN(C=C1)CCCC 1-methyl-3-N-butylimidazole trifluoromethanesulfonamide salt